(S)-4-(1-acetyl-4-acryloylpiperazin-2-yl)-6-chloro-N-methyl-6'-(trifluoromethyl)-[2,4'-bipyridine]-2'-carboxamide C(C)(=O)N1[C@H](CN(CC1)C(C=C)=O)C1=CC(=NC(=C1)Cl)C1=CC(=NC(=C1)C(F)(F)F)C(=O)NC